N1C=CC2=CC=C(C=C12)NC(=O)NC=1C=CC2=C(OCC(N2CC2OCCC2)=O)C1 1-(1H-indol-6-yl)-3-(3-oxo-4-((tetrahydrofuran-2-yl)methyl)-3,4-dihydro-2H-benzo[b][1,4]oxazin-7-yl)urea